[Cl-].OC(C(=O)OC1C[N+](CC1)(C)C)C1=C(C=CC=C1)C(C)C 3-(2-hydroxy-2-(2-isopropylphenyl)acetoxy)-1,1-dimethylpyrrolidin-1-ium chloride